NCCC(=O)NC=1C=C(N(C1)C)C(=O)NC1=CN(C(=C1)C(NCCC)=O)C 4-(3-aminopropanamido)-1-methyl-N-[1-methyl-5-(propylcarbamoyl)pyrrol-3-yl]pyrrole-2-carboxamide